gamma-(N-methyl)aminopropylmethyldimethoxysilane titanium [Ti].CNCCC[Si](OC)(OC)C